C(C1=CC=CC=C1)OC=1C=NC=CC1I 3-(benzyloxy)-4-iodopyridine